C1(CC1)NC(C1=C(C=C(C=C1OC)C1=CN=C2N1C=CC(=C2)F)OC(F)F)=O N-cyclopropyl-2-(difluoromethoxy)-4-(7-fluoroimidazo[1,2-a]pyridin-3-yl)-6-methoxy-benzamide